FC1=CC=C(C=C1)N1C(N(C=C(C1=O)C(=O)NC1=CC=C(OC=2C3=C(N=CN2)CN(CC3)C(=O)OC(C)(C)C)C=C1)C(C)C)=O tert-butyl 4-(4-(3-(4-fluorophenyl)-1-isopropyl-2,4-dioxo-1,2,3,4-tetrahydropyrimidine-5-carboxamido)phenoxy)-5,6-Dihydropyrido[3,4-d]pyrimidine-7(8H)-carboxylate